ClCOC(=O)N(C1=NC=CC=C1CN(C(OCOP(=O)(OC(C)(C)C)OC(C)(C)C)=O)C)C ((di-tert-butoxyphosphoryl)oxy)methyl ((2-(((chloromethoxy)carbonyl)(methyl) amino)pyridin-3-yl)methyl)(methyl)carbamate